CC1N(CCC(C1)OS(=O)(=O)C)C(=O)OCCCC butyl 2-methyl-4-((methylsulfonyl)oxy)piperidine-1-carboxylate